tert-Butyl N-(5-cyclopropylpyridin-3-yl)carbamate C1(CC1)C=1C=C(C=NC1)NC(OC(C)(C)C)=O